N-(2,6-difluoropyridin-4-yl)-6-(1H-imidazol-1-yl)picolinamide FC1=NC(=CC(=C1)NC(C1=NC(=CC=C1)N1C=NC=C1)=O)F